BrC=1SC2=C(N1)CCC2N(C(OC(C)(C)C)=O)C tert-butyl (2-bromo-5,6-dihydro-4H-cyclopenta[d]thiazol-6-yl)(methyl)carbamate